[N-](S(=O)(=O)C(F)(F)F)S(=O)(=O)C(F)(F)F.C(CCCCC)N1CC=C(C=C1)C 1-hexyl-4-methylpyridine bis(trifluoromethanesulfonyl)imide salt